NC1=NC=NC=2N(C3=CC(=C(C=C3C21)Br)C)CC(=O)O 2-(4-amino-6-bromo-7-methyl-9H-pyrimido[4,5-b]indol-9-yl)acetic acid